(3S)-N-hydroxy-3-phenyl-4-(tetrahydrofuran-2-carbonyl)-2,3,4,5-tetrahydrobenzo[f][1,4]oxazepine-8-carboxamide ONC(=O)C1=CC2=C(CN([C@H](CO2)C2=CC=CC=C2)C(=O)C2OCCC2)C=C1